rac-(R)-4-(2-methoxy-1-(thiazol-4-ylmethoxy)ethyl)-2-methyl-N-(1-(2-(1-methyl-1H-pyrazol-4-yl)quinolin-4-yl)cyclopropyl)benzamide COC[C@H](OCC=1N=CSC1)C1=CC(=C(C(=O)NC2(CC2)C2=CC(=NC3=CC=CC=C23)C=2C=NN(C2)C)C=C1)C |r|